tertbutyl 6-[6-[(2-amino-5-nitro-phenyl)carbamoyl]-7-[4-fluoro-2-(2-methoxyethoxy)phenyl]thieno[3,2-c]pyridin-4-yl]-3,4-dihydro-1H-isoquinoline-2-carboxylate NC1=C(C=C(C=C1)[N+](=O)[O-])NC(=O)C1=C(C2=C(C(=N1)C=1C=C3CCN(CC3=CC1)C(=O)OC(C)(C)C)C=CS2)C2=C(C=C(C=C2)F)OCCOC